C12(CC3CC(CC(C1)C3)C2)CCN2CC(N(CC2)C2=C3C(N(C(=NC3=CC=C2)C)C2C(NC(CC2)=O)=O)=O)CF 3-(5-(4-(2-((3r,5r,7r)-adamantan-1-yl)ethyl)-2-(fluoromethyl)piperazin-1-yl)-2-methyl-4-oxoquinazolin-3(4H)-yl)piperidine-2,6-dione